Cl[PH2](C1=CC=CC=C1)Cl dichlorophenyl-phosphorane